(hydroxymethyl-phenyl)diphenyl-sulfonium OCC1=C(C=CC=C1)[S+](C1=CC=CC=C1)C1=CC=CC=C1